4-(p-tolylthio)piperidine tert-butyl-(2S,5S)-2-(((tert-butyldimethylsilyl)oxy)methyl)-5-hydroxy-3-methyl-5,6-dihydropyridine-1(2H)-carboxylate C(C)(C)(C)OC(=O)N1[C@@H](C(=C[C@@H](C1)O)C)CO[Si](C)(C)C(C)(C)C.C1(=CC=C(C=C1)SC1CCNCC1)C